C(CCC)C1N(S(C2=C(N(C1)C1=CC=C(C=C1)F)C=C(C(=C2)O)SC)(=O)=O)CC2=CC=C(C=C2)OC 3-butyl-5-(4-fluorophenyl)-8-hydroxy-2-(4-methoxybenzyl)-7-(methylthio)-2,3,4,5-tetrahydro-1,2,5-benzothiadiazepine 1,1-dioxide